(1S)-(4,4-difluorocyclohexyl)(7-(((5S)-3-methyl-2-oxo-5-(trifluoromethyl)pyrrolidin-3-yl)methyl)imidazo[1,2-b]pyridazin-2-yl)methanaminium 2,2,2-trifluoroacetate FC(C(=O)[O-])(F)F.FC1(CCC(CC1)[C@H]([NH3+])C=1N=C2N(N=CC(=C2)CC2(C(N[C@@H](C2)C(F)(F)F)=O)C)C1)F